(2-hydroxy-3-methacryloyloxypropyl)trimethylammonium OC(C[N+](C)(C)C)COC(C(=C)C)=O